C(C)N1N=C2N=C(C=NC2=C1)N[C@@H](C)C=1C=C(C=CC1C)NC(CC1=NC=C(C=C1)CC)=O (S)-N-(3-(1-((2-ethyl-2H-pyrazolo[3,4-b]pyrazin-6-yl)amino)ethyl)-4-methylphenyl)-2-(5-ethylpyridin-2-yl)acetamide